4-((3-(2-aminoethoxy)phenyl)(phenyl)methyl)piperidine NCCOC=1C=C(C=CC1)C(C1CCNCC1)C1=CC=CC=C1